chloro-8,10-difluoro-12H-thiochromeno[2,3-c]quinolin-12-one ClC1=C2C3=C(C=NC2=CC=C1)SC=1C(=CC(=CC1C3=O)F)F